1-(2-((2-((3-chloro-2-fluorobenzyl)amino)-2-oxoethyl)(isopropyl)amino)-2-oxoethyl)-5-(3,3-difluoropiperidine-1-carbonyl)-1H-indazole-3-carboxamide ClC=1C(=C(CNC(CN(C(CN2N=C(C3=CC(=CC=C23)C(=O)N2CC(CCC2)(F)F)C(=O)N)=O)C(C)C)=O)C=CC1)F